CC=1C(=NC=C(N1)C(F)(F)F)S(=O)(=O)N1CC2(C1)CNC2 2-((3-methyl-5-(trifluoromethyl)pyrazin-2-yl)sulfonyl)-2,6-diazaspiro[3.3]heptane